6-Chloro-9-(2-C-methyl-β-D-ribofuranosyl)-9H-purin-2-amine ClC1=C2N=CN(C2=NC(=N1)N)[C@H]1[C@](O)([C@H](O)[C@H](O1)CO)C